methyl 2-(1-[(tert-butoxy)carbonyl]aminocyclopropyl)pyrimidine-5-carboxylate C(C)(C)(C)OC(=O)NC1(CC1)C1=NC=C(C=N1)C(=O)OC